(4-(1-((3-fluorobicyclo[1.1.1]pentan-1-yl)methyl)-1H-benzo[d]imidazol-2-yl)piperidin-1-yl)(3-(3-fluorophenyl)-1-methyl-1H-indazol-6-yl)methanone FC12CC(C1)(C2)CN2C(=NC1=C2C=CC=C1)C1CCN(CC1)C(=O)C1=CC=C2C(=NN(C2=C1)C)C1=CC(=CC=C1)F